O.C([O-])(=O)O[O-].[Na+].[Na+] sodium peroxycarbonate hydrate